(S)-(1,3-Dimethyl-azetidin-3-yl)-(4-isopropyl-phenyl)-{3-[3-(tetrahydro-pyran-4-yl)-isoxazol-5-yl]-phenyl}-methanol CN1CC(C1)(C)[C@@](O)(C1=CC(=CC=C1)C1=CC(=NO1)C1CCOCC1)C1=CC=C(C=C1)C(C)C